FC(C=1N=C2N(C=C(N=C2)N2CCN(CC2)CC2=CN=C3C=C(C(NC3=C2)=O)CC)C1)F 7-((4-(2-(Difluoromethyl)imidazo[1,2-a]pyrazin-6-yl)piperazin-1-yl)methyl)-3-ethyl-1,5-naphthyridin-2(1H)-one